N-(2-(6-ethoxypyridin-2-yl)-1-(2-methoxy-6-(trifluoromethyl)phenyl)-1H-imidazo[4,5-b]pyrazin-6-yl)methanesulfonamide nonyl-3-((2-hydroxyethyl)disulfaneyl)propanoate C(CCCCCCCC)OC(CCSSCCO)=O.C(C)OC1=CC=CC(=N1)C1=NC=2C(=NC(=CN2)NS(=O)(=O)C)N1C1=C(C=CC=C1C(F)(F)F)OC